FC(C1=CC=C2C(=NC=NN21)N)(F)F 7-(trifluoromethyl)pyrrolo[2,1-f][1,2,4]triazin-4-amine